[Si]=O.[Sn].[In] indium-tin-silicon oxide